(+)-tert-butyl 3-[6-[3-(trifluoromethyl)pyrrolidin-1-yl]-3-pyridyl]azetidine-1-carboxylate FC(C1CN(CC1)C1=CC=C(C=N1)C1CN(C1)C(=O)OC(C)(C)C)(F)F